trans-(Pyridin-2-yloxy)-cyclohexanecarboxylic acid hydrazide N1=C(C=CC=C1)OC1(CCCCC1)C(=O)NN